FC(C1(CC1)C=1C=C2C(=CC=NC2=CC1)C(=O)O)(F)F 6-(1-(trifluoromethyl)cyclopropyl)quinoline-4-carboxylic acid